C(C)(C)OC(\C=C\C(NC=1SC=CN1)=O)=O (E)-3-(Thiazol-2-ylcarbamoyl)-acrylic acid isopropyl ester